3-({[(3S)-6-butoxy-3-methyl-3,4-dihydro-2-naphthalenyl]methyl}amino)propanoic acid C(CCC)OC=1C=C2C[C@@H](C(=CC2=CC1)CNCCC(=O)O)C